C(C)(=O)N[C@H](C(=O)N1[C@@H]([C@H]2C([C@H]2C1)(C)C)C(=O)NC(C1=CNC2=CC=CC=C12)C#N)C(C)(C)C (1R,2S,5S)-3-((S)-2-acetamido-3,3-dimethylbutyryl)-N-(cyano(1H-indol-3-yl)methyl)-6,6-dimethyl-3-azabicyclo[3.1.0]hexane-2-carboxamide